C12(CC3CC(CC(C1)C3)C2)NC=2NC(/C(/N2)=C/C=2C=C3C=NC=NC3=CC2)=O (4Z)-2-(1-adamantylamino)-4-(quinazolin-6-ylmethylene)-1H-imidazol-5-one